BrC1=CC2=C(N(C(=N2)[C@@H]2CCCC(N2C2=CC(=C(C=C2)F)F)=O)[C@@H]2CC[C@H](CC2)OC)C=C1 (S)-6-(5-bromo-1-((trans)-4-methoxycyclohexyl)-1H-benzo[d]imidazol-2-yl)-1-(3,4-difluorophenyl)piperidin-2-one